CC1=NC=CC=C1 L-2-methylpyridine